5-Methoxymethylpyridine-2,3-dicarboxylic acid dimethyl ester COC(=O)C1=NC=C(C=C1C(=O)OC)COC